nitro-amine azide [N-]=[N+]=[N-].[N+](=O)([O-])N